lithium ethylenediaminetetraacetic acid dilithium salt [Li+].[Li+].C(CN(CC(=O)[O-])CC(=O)[O-])N(CC(=O)O)CC(=O)[O-].[Li+]